(R)-N-(2-(1-methylpyrrolidin-2-yl)imidazo[1,2-a]pyrazin-6-yl)-4-(1H-pyrazol-4-yl)benzamide hydrochloride Cl.CN1[C@H](CCC1)C=1N=C2N(C=C(N=C2)NC(C2=CC=C(C=C2)C=2C=NNC2)=O)C1